CCCCOCCO n-Butoxyethanol